N[C@H]1CC[C@H](CC1)NC1=NN2C(C=N1)=C(C=C2)C=2C=CC=1N(C2)C(=CN1)C(=O)N1CCCC1 (6-(2-((cis-4-aminocyclohexyl)amino)pyrrolo[2,1-f][1,2,4]triazin-5-yl)imidazo[1,2-a]pyridin-3-yl)(pyrrolidin-1-yl)methanone